NC=1NC(C=2N=C(N(C2N1)CC1=CC=C(C=C1)F)C=1C=NN(C1)CCOCCOCCOCCOCCOCCCCCCCl)=O 2-amino-8-(1-(21-chloro-3,6,9,12,15-pentaoxahenicos-1-yl)-1H-pyrazol-4-yl)-9-(4-fluorobenzyl)-1,9-dihydro-6H-purin-6-one